C1(OC(C2=C1CCC2)=O)=O 5,6-Dihydro-1H-cyclopenta[c]furan-1,3(4H)-dione